ClC1=C(C=C2CCCC2=C1)NC([O-])=O (6-chloro-2,3-dihydro-1H-inden-5-yl)carbamate